FC1=C(C(=CC(=C1)OCOC)OCOC)C1(CCC1)O 1-(2-fluoro-4,6-bis(methoxymethoxy)phenyl)cyclobutan-1-ol